CN(C(=NSCCS(=O)(=O)O)NC)CC(=O)O 2-[1,3-dimethyl-2-[(2-sulfoethyl)sulfanyl]guanidino]acetic acid